benzyl 2-(3-(tert-butoxycarbonyl)-3,8-diazabicyclo[3.2.1]oct-8-yl)-7,8-dihydro-1,6-naphthyridine-6(5H)-carboxylate C(C)(C)(C)OC(=O)N1CC2CCC(C1)N2C2=NC=1CCN(CC1C=C2)C(=O)OCC2=CC=CC=C2